N-iso-Pentyl-4-(3-(4-methylpiperazin-1-yl)-azetidine-1-yl)-1H-benzo[d]imidazole-1-carboxamide C(CC(C)C)NC(=O)N1C=NC2=C1C=CC=C2N2CC(C2)N2CCN(CC2)C